[Co].[Mn].[Ni].[Li] Lithium nickel manganese cobalt